ClC1=C(C2=C(C(=N1)OC)N=C(S2)[NH-])N2CCOCC2 (6-chloro-4-methoxy-7-morpholin-4-yl-thiazolo[4,5-c]pyridin-2-yl)-amid